trans-1,3-dichloro-5-(2,2-dichloro-3-(4-methoxyphenyl)cyclopropyl)benzene ClC1=CC(=CC(=C1)[C@@H]1C([C@H]1C1=CC=C(C=C1)OC)(Cl)Cl)Cl